N1=C(N=CC=C1)C1(CC1)NC(=O)[C@@H]1CN(CC[C@H]1NC(=O)C1=NOC(=C1)C1=C(C=C(C=C1F)F)F)CC1CC1 (3R,4R)-1-cyclopropylmethyl-4-{[5-(2,4,6-trifluoro-phenyl)-isoxazole-3-carbonyl]-amino}-piperidine-3-carboxylic acid (1-pyrimidin-2-yl-cyclopropyl)-amide